C(#N)N1[C@H]2[C@@H](C[C@@H]1CC2)NC(=O)C2=CC=C1C(=NNC1=C2)C2=CC=CC=C2 N-((1R,2R,4S)-7-cyano-7-azabicyclo[2.2.1]heptan-2-yl)-3-phenyl-1H-indazole-6-carboxamide